4-((2-(2,6-dioxopiperidin-3-yl)-1-oxoisoindolin-4-yl)(methyl)amino)butanoic acid O=C1NC(CCC1N1C(C2=CC=CC(=C2C1)N(CCCC(=O)O)C)=O)=O